(2S,4R)-tert-butyl 4-((5-bromo-2-chloro-7-((2-(trimethylsilyl) ethoxy) methyl)-7H-pyrrolo[2,3-d]pyrimidin-4-yl) amino)-2-methylpyrrolidine-1-carboxylate BrC1=CN(C=2N=C(N=C(C21)N[C@@H]2C[C@@H](N(C2)C(=O)OC(C)(C)C)C)Cl)COCC[Si](C)(C)C